FC=1C=CC(=C(NC2=C(NC3=C2C(NCC3)=O)C3=C(C=NC=C3)OCC(C)(C)OC)C1)C 3-(5-fluoro-2-methylanilino)-2-[3-(2-methoxy-2-methylpropoxy)pyridin-4-yl]-1,5,6,7-tetrahydro-4H-pyrrolo[3,2-c]pyridin-4-one